BrC=1C=C(C2=C(C=C(C(O2)C(F)(F)F)C(=O)O)C1)Br 6,8-dibromo-2-trifluoromethyl-2H-1-benzopyran-3-carboxylic acid